COC1=CC=C(C=C1)C1=NC2=CC=CC=C2C(=C1)NCCCN(CCCCNC)C N1-(3-((2-(4-Methoxyphenyl)quinolin-4-yl)amino)propyl)-N1,N4-dimethylbutane-1,4-diamine